4-(5-bromo-6-(4-cyano-3-fluorophenyl)-3-(cyclopropylcarbamoyl)pyridin-2-yl)-1,4-diazine-1-carboxylic acid tert-butyl ester C(C)(C)(C)OC(=O)N1C=CN(C=C1)C1=NC(=C(C=C1C(NC1CC1)=O)Br)C1=CC(=C(C=C1)C#N)F